OCC(C)(C)NC(=O)C=1N=C2N(C=CC=C2C2=C(C=CC=C2)OCC(F)(F)F)C1 N-(1-hydroxy-2-methylpropan-2-yl)-8-(2-(2,2,2-trifluoroethoxy)phenyl)imidazo[1,2-a]pyridine-2-carboxamide